CNC(=O)C1=CC(=NC(=C1)C=1N=NN(C1)C=1C(=C(C(=O)O)C=CC1)C(F)(F)F)C=1N=NN(C1)C=1C(=C(C(=O)O)C=CC1)C(F)(F)F 4'-((4-(methylcarbamoyl)pyridine-2,6-diyl)bis(1H-1,2,3-triazole-4,1-diyl))bis(2-(trifluoromethyl)benzoic acid)